(S)-N,N'-bis[2-hydroxy-1-(hydroxymethyl)ethyl]-5-[(2-hydroxy-1-oxopropyl)amino]-2,4,6-triiodo-1,3-benzenedicarboxamide OCC(CO)NC(=O)C1=C(C(=C(C(=C1I)NC([C@H](C)O)=O)I)C(=O)NC(CO)CO)I